Methyl 1-((1r,3r)-3-fluorocyclobutyl)-6-oxo-4-(tosyloxy)-1,6-dihydropyridine-3-carboxylate FC1CC(C1)N1C=C(C(=CC1=O)OS(=O)(=O)C1=CC=C(C)C=C1)C(=O)OC